2-[(oxan-3-yl)amino]quinolin O1CC(CCC1)NC1=NC2=CC=CC=C2C=C1